BrC1=NC2=C(C=NC(=C2)C(F)(F)F)N1C 2-bromo-3-methyl-6-(trifluoromethyl)-3H-imidazo[4,5-c]pyridine